3-mercaptopropyl-(diethoxy)methylsilane SCCC[SiH2]C(OCC)OCC